t-Butylhydroperoxid C(C)(C)(C)OO